Isopropyl (2-((S)-1-(2,3-difluorobenzyl)-5-oxopyrrolidin-2-yl)acetyl)-L-valylglycinate FC1=C(CN2[C@@H](CCC2=O)CC(=O)N[C@@H](C(C)C)C(=O)NCC(=O)OC(C)C)C=CC=C1F